N-(4-((3R,4S)-4-amino-3-methylpiperidin-1-yl)-5-(1-(difluoromethyl)-1H-pyrazol-4-yl)pyridin-2-yl)-2-(2-fluoro-6-methoxyphenyl)pyrimidin-4-amine N[C@@H]1[C@@H](CN(CC1)C1=CC(=NC=C1C=1C=NN(C1)C(F)F)NC1=NC(=NC=C1)C1=C(C=CC=C1OC)F)C